S1NCCC=C1 dihydro-4H-thiazine